sodium (2-methoxycarbonyl-5-nitro-phenyl)methanesulfonate COC(=O)C1=C(C=C(C=C1)[N+](=O)[O-])CS(=O)(=O)[O-].[Na+]